(E,E,E)-3,7,11,15-tetramethyl-2,6,10,14-hexadecatetraenal C\C(=C/C=O)\CC\C=C(\CC\C=C(\CCC=C(C)C)/C)/C